CN1N=CC(=C1)C(CN1N=CC=C1)=O 1-(2-(1-methyl-1H-pyrazol-4-yl)-2-oxoethyl)-1H-pyrazole